3-butanediyl dimethacrylate C(C(=C)C)(=O)OCCCCOC(C(=C)C)=O